FC=1C=C(C=CC1)C#CC1(CCN(CC1)C(=O)OC(C)(C)C)O tert-butyl 4-((3-fluorophenyl) ethynyl)-4-hydroxypiperidine-1-carboxylate